C1(CCCCO1)=O pentanolactone